5-bromo-2,4-dichloro-7-((3aS,4R,6R,6aR)-2,2-dimethyl-6-(1-methylpiperidin-4-yl)tetrahydro-4H-cyclopenta[d][1,3]dioxol-4-yl)-7H-pyrrolo[2,3-d]pyrimidine BrC1=CN(C=2N=C(N=C(C21)Cl)Cl)[C@@H]2C[C@@H]([C@H]1OC(O[C@H]12)(C)C)C1CCN(CC1)C